2-[[4-(trifluoromethyl)-1H-imidazol-2-yl]methyl]-2,6-diazaspiro[3.3]heptane FC(C=1N=C(NC1)CN1CC2(C1)CNC2)(F)F